C(C)(C)(C)/C(/C(=O)O)=C\C1=CC=2C(=NC=CC2C=2C=NN3N=CC=CC32)N1S(=O)(=O)C1=CC=CC=C1.OC1=C3C(C(=C(OC3=CC=C1)C1=CC=CC=C1)O)=O DihydroxyFlavone tert-Butyl-(E)-3-(1-(phenylsulfonyl)-4-(pyrazolo[1,5-b]pyridazin-3-yl)-1H-pyrrolo[2,3-b]pyridin-2-yl)acrylate